carbonate manganese silver [Ag+].[Mn+2].C([O-])([O-])=O